O=C1N(CCC(N1)=O)N1C(C2=CC=C(C=C2C1=O)CN1CCN(CC1)C=1C2=C(N=CN1)SC(=C2)C(C)C)=O 2-(2,4-Dioxotetrahydropyrimidin-1(2H)-yl)-5-((4-(6-isopropylthieno[2,3-d]pyrimidin-4-yl)piperazin-1-yl)methyl)isoindoline-1,3-dione